O=C1NC(CCC1N1C(C2=C3C(C=CC=C13)=C(C=C2)C#N)=O)=O 1-(2,6-dioxo-3-piperidyl)-2-oxo-benzo[cJ]indole-5-carbonitrile